2-{bis[(oxan-4-yl)methyl]amino}-6-[5-(difluoromethyl)-1,3,4-oxadiazol-2-yl]-2,3-dihydro-1H-isoindol-1-one O1CCC(CC1)CN(N1C(C2=CC(=CC=C2C1)C=1OC(=NN1)C(F)F)=O)CC1CCOCC1